(4-bromo-2-fluorophenyl)(4-fluorophenyl)methanol BrC1=CC(=C(C=C1)C(O)C1=CC=C(C=C1)F)F